C1(CCC1)C=1C=2C=CC=3N(C2N=C(C1)C(C(F)(F)F)(F)F)C=C(N3)C(=O)NN 4-cyclobutyl-2-(perfluoroethyl)imidazo[1,2-a][1,8]naphthyridine-8-carbohydrazide